FC=1C=C(C=CC1N1[C@@H]2C[C@H]([C@H](C1=O)C2)O)CCC(=O)OCC ethyl 3-[3-fluoro-4-[(1S,4R,5R)-5-hydroxy-3-oxo-2-azabicyclo[2.2.1]heptan-2-yl]phenyl]propanoate